Dithallium selenide [Se-2].[Tl+].[Tl+]